1-(7-(4-chloro-2-(4-(2-(dimethylamino)ethoxy)phenyl)-1H-pyrrolo[2,3-b]pyridin-3-yl)-3,4-dihydroquinolin-1(2H)-yl)prop-2-en-1-one ClC1=C2C(=NC=C1)NC(=C2C2=CC=C1CCCN(C1=C2)C(C=C)=O)C2=CC=C(C=C2)OCCN(C)C